FC1=C(C=CC=C1)[C@H]1[C@H](C1)N(C(=O)OCC1(COC(OC1)C1C2C=CC(C1)C2)CO)C(CC)OCOC [5-(hydroxymethyl)-2-(5-norbornen-2-yl)-1,3-dioxan-5-yl]methanol 1-(2-fluorophenyl)-(S)-1-methoxymethoxypropyl-(S)-2-cyclopropylcarbamate